3-bromo-2-iodo-N,5-dimethylbenzamide BrC=1C(=C(C(=O)NC)C=C(C1)C)I